palladium phosphorus phenol C1(=CC=CC=C1)O.[P].[Pd]